N1CC(C1)C1=CC=C(C=C1)C(C)(C)N1CCC(CC1)C(=O)OC methyl 1-(2-(4-(azetidin-3-yl)phenyl)propan-2-yl)piperidine-4-carboxylate